O=C1NC(CCC1C1=NN(C2=CC(=CC=C12)OCC(=O)NC1CCC(CC1)O)C)=O 2-((3-(2,6-Dioxopiperidin-3-yl)-1-methyl-1H-indazol-6-yl)oxy)-N-((1s,4s)-4-hydroxycyclohexyl)acetamide